tri(2-carboxyethyl)phosphorus hydrogen chloride Cl.C(=O)(O)CCP(CCC(=O)O)CCC(=O)O